CC1(OB(OC1(C)C)C=1C=NN(C1)COCC[Si](C)(C)C)C 4-(4,4,5,5-tetramethyl-1,3,2-dioxaborolan-2-yl)-1-((2-(trimethylsilyl)ethoxy)methyl)-1H-pyrazole